4,4'-diisocyanato-3,3'-dimethyl-biphenyl N(=C=O)C1=C(C=C(C=C1)C1=CC(=C(C=C1)N=C=O)C)C